8-acetyl-6-fluoro-3-methyl-2-tetrahydropyran-3-yl-quinoline-4-carbonitrile C(C)(=O)C=1C=C(C=C2C(=C(C(=NC12)C1COCCC1)C)C#N)F